benzyl (4-(2-methoxyethoxy)butanoyl)glycinate COCCOCCCC(=O)NCC(=O)OCC1=CC=CC=C1